5-(1,5-dimethyl-6-oxo-1,6-dihydropyridin-3-yl)-6-isopropyl-4H-thieno[3,2-b]Pyrrole-2-carboxylic acid CN1C=C(C=C(C1=O)C)C1=C(C2=C(N1)C=C(S2)C(=O)O)C(C)C